(5-(7H-pyrrolo[2,3-d]pyrimidin-4-yl)pyridin-2-yl)-6-((6-methoxypyridin-3-yl)methyl)-3,6-diazabicyclo[3.1.1]heptane N1=CN=C(C2=C1NC=C2)C=2C=CC(=NC2)C21CNCC(N2CC=2C=NC(=CC2)OC)C1